C[N+](CCS(=O)(=O)O)(CCCCCC(CCCCCCCC)N)C dimethyl-(6-aminotetradecyl)sulfoethyl-ammonium